CN1N=CC(=C1)N\C(\CC)=C\1/C(NC2=CC=C(C=C12)C(=O)NCC(F)(F)F)=O (Z)-3-(1-((1-methyl-1H-pyrazol-4-yl)amino)propylidene)-2-oxo-N-(2,2,2-trifluoroethyl)indoline-5-carboxamide